N1C=CC2=CC(=CC=C12)CC1N(CCC(C1)C(=O)N)C(=O)C1=NNC(=C1)C1=CC(=NC=C1Cl)OC ((1H-indol-5-yl)methyl)-1-(5-(5-chloro-2-methoxypyridin-4-yl)-1H-pyrazole-3-carbonyl)piperidine-4-carboxamide